1-(4-(8-(2,4-dichlorophenyl)-3-methoxy-6,7-dihydro-5H-benzo[7]annulen-9-yl)phenyl)-4-(dimethoxymethyl)piperidine ClC1=C(C=CC(=C1)Cl)C=1CCCC2=C(C1C1=CC=C(C=C1)N1CCC(CC1)C(OC)OC)C=CC(=C2)OC